BrC1=C(C(=O)O)C=CC(=C1)C(=O)N1CCCCC1 2-bromo-4-(piperidine-1-carbonyl)benzoic acid